2-(1-methyl-1h-imidazol-2-yl)ethylene glycol CN1C(=NC=C1)C(CO)O